ClC=1C=C(C=CC1F)NC1=NC=CC2=CC=C(C=C12)NC(\C=C\CN1CCCCC1)=O (E)-N-(1-((3-chloro-4-fluorophenyl)amino)isoquinolin-7-yl)-4-(piperidin-1-yl)but-2-enamide